C(C)OC1=C(O[C@H]2CN(CCC2)C2=CN=CC(=N2)NC(=O)C2=CC=C(C=C2)C(C(=O)OC)(C)C)C=CC=C1 Methyl (R)-2-(4-((6-(3-(2-ethoxyphenoxy)piperidin-1-yl)pyrazin-2-yl)carbamoyl)phenyl)-2-Methylpropanoate